OCC1CCC(CC1)OCC#CC1=C2C(=NN(C2=CC=C1)C1C(NC(CC1)=O)=O)C 3-(4-(3-(((1r,4r)-4-(hydroxymethyl)cyclohexyl)oxy)prop-1-yn-1-yl)-3-methyl-1H-indazole-1-yl)piperidine-2,6-dione